C(C1=CC=CC=C1)OC(=O)N(CC(CCC(C(=O)O)(C)C1=CC(=CC=C1)Br)(C)C)C 6-(((benzyloxy)carbonyl)(methyl)amino)-2-(3-bromophenyl)-2,5,5-trimethylhexanoic acid